(R)-2-chloro-6-(2-(1-(5-methylfuran-2-yl)propylamino)-3,4-dioxocyclobut-1-enylamino)benzoic acid ClC1=C(C(=O)O)C(=CC=C1)NC1=C(C(C1=O)=O)N[C@H](CC)C=1OC(=CC1)C